N-[(1S)-1-(dicyclopropyl-methyl)-2-oxo-2-[[1-[1-[1-(2,2,2-trifluoroethyl)tetrazol-5-yl]ethyl]pyrazol-4-yl]amino]ethyl]-3-ethyl-isoxazole-4-carboxamide C1(CC1)C([C@@H](C(NC=1C=NN(C1)C(C)C1=NN=NN1CC(F)(F)F)=O)NC(=O)C=1C(=NOC1)CC)C1CC1